CN1N=NN=C1CCCN1C(=NC=C1)C(=O)O (3-(1-methyl-1H-tetrazol-5-yl)propyl)-1H-imidazole-2-carboxylic acid